FC(C1=C(C=CC=C1S(=O)(=O)C1=CC(=CC=C1)OC)N1CCNCC1)F 1-(2-(difluoromethyl)-3-((3-methoxyphenyl)sulfonyl)phenyl)piperazine